CN(S(=O)(=O)N1C=C(C=C1)C(=O)O)C 1-(N,N-dimethyl-sulfamoyl)-1H-pyrrole-3-carboxylic acid